4-(3-amino-1-(isoquinolin-6-ylamino)-1-oxopropan-2-yl)benzyl 2,4-dimethylbenzoate CC1=C(C(=O)OCC2=CC=C(C=C2)C(C(=O)NC=2C=C3C=CN=CC3=CC2)CN)C=CC(=C1)C